3-(1-(4-Amino-3-iodo-1H-pyrazolo[3,4-d]pyrimidin-1-yl)ethyl)-4-(3-fluoro-5-((4-methylpiperazin-1-yl)methyl)phenyl)-1H-isochromen-1-one NC1=C2C(=NC=N1)N(N=C2I)C(C)C=2OC(C1=CC=CC=C1C2C2=CC(=CC(=C2)CN2CCN(CC2)C)F)=O